NCC1(CCN(CC1)C1=C(C=C(C=N1)C1C(NC(CC1)=O)=O)F)O 3-[6-[4-(aminomethyl)-4-hydroxy-1-piperidyl]-5-fluoro-3-pyridyl]piperidine-2,6-dione